ClC1=CC=C(C(=N1)C(=O)NS(=O)(=O)C)N[C@H](C)C=1C=C(C=C2C(N(C(=NC12)N1C[C@@H](CC1)C1=NC(=NC=C1)C)C)=O)C |o1:29| 6-chloro-3-(((R)-1-(3,6-dimethyl-2-((R*)-3-(2-methylpyrimidin-4-yl)pyrrolidin-1-yl)-4-oxo-3,4-dihydroquinazolin-8-yl)ethyl)amino)-N-(methylsulfonyl)picolinamide